(chloromethyl)-1,3-dimethyl-1H-pyrazole ClCC=1C(=NN(C1)C)C